FC(C=1OC(=NN1)C1=NC(=CN=C1)N1CC2(CN(C2)C2=CC(=NC=C2)C(F)(F)F)CC1)(F)F 2-(trifluoromethyl)-5-(6-(2-(2-(trifluoromethyl)pyridin-4-yl)-2,6-diazaspiro[3.4]octan-6-yl)pyrazin-2-yl)-1,3,4-oxadiazole